sodium 4-(phenylsulfonyl)benzenesulfonate C1(=CC=CC=C1)S(=O)(=O)C1=CC=C(C=C1)S(=O)(=O)[O-].[Na+]